C1(=CC=CC=C1)S(=O)(=O)/C=C/C#N (E)-3-phenylsulfonyl-2-propenenitrile